4,4'-(hexafluoroisopropylidene)bis(p-phenyleneoxy)dianiline FC(C(C(F)(F)F)(C1=CC=C(C=C1)OC1=CC=C(N)C=C1)C1=CC=C(C=C1)OC1=CC=C(N)C=C1)(F)F